4-acetyl-6-((5-oxopyrrolidin-2-yl)methoxy)pyrido[3,4-g]isoquinolin-1(2H)-one C(C)(=O)C1=CNC(C2=CC=3C=CN=C(C3C=C21)OCC2NC(CC2)=O)=O